2-(6-Fluoro-2-(1,7-diazaspiro[4.5]decan-7-yl)-1H-benzo[d]imidazol-1-yl)-N-methyl-N-(2,2,2-trifluoroethyl)acetamid FC=1C=CC2=C(N(C(=N2)N2CC3(CCCN3)CCC2)CC(=O)N(CC(F)(F)F)C)C1